5-(1,4-dimethyl-1H-pyrazol-5-yl)pyridin CN1N=CC(=C1C=1C=CC=NC1)C